ClC1=CC=C(C(=O)NCC=2N=C3N(C=C(C=C3)C3=NOC(=N3)C(F)(F)F)C2)C=C1 4-chloro-N-((6-(5-(trifluoromethyl)-1,2,4-oxadiazol-3-yl)imidazo[1,2-a]pyridin-2-yl)methyl)benzamide